O\N=C(/N)\[C@H](C(C)(C)C)NC(OCC1=CC=CC=C1)=O benzyl N-[(1S)-1-[(Z)-N'-hydroxycarbamimidoyl]-2,2-dimethylpropyl]carbamate